1-((1H-pyrrol-3-yl)methyl)piperidin N1C=C(C=C1)CN1CCCCC1